C(CCCCCCCCCC)(=O)O.C(C=C)(=O)O acrylic acid undecylate